sodium-gallium [Ga].[Na]